(2-Chlorophenyl)-6-(6-methyl-1,3-dihydro-2H-pyrrolo[3,4-c]pyridin-2-yl)-4,5,6,7-tetrahydro-1H-benzo[d]imidazol ClC1=C(C=CC=C1)N1C=NC2=C1CC(CC2)N2CC=1C=NC(=CC1C2)C